3-aminocyclobutyl (S)-1-(4-fluorophenyl)-3,4-dihydroisoquinoline-2(1H)-carboxylate hydrochloride Cl.FC1=CC=C(C=C1)[C@@H]1N(CCC2=CC=CC=C12)C(=O)OC1CC(C1)N